(5-(1-(4-chlorophenethyl)-1H-1,2,3-triazol-4-yl)-3-hydroxy-4-methylpicolinoyl)glycine ClC1=CC=C(CCN2N=NC(=C2)C=2C(=C(C(=NC2)C(=O)NCC(=O)O)O)C)C=C1